(S)-2-(6-methoxy-4-(pyrrolidin-2-ylmethoxy)benzofuran-2-yl)-6-methylimidazo[1,2-a]pyridine dihydrochloride Cl.Cl.COC1=CC2=C(C=C(O2)C=2N=C3N(C=C(C=C3)C)C2)C(=C1)OC[C@H]1NCCC1